CC=1C=NN(C1)C1COC1 4-methyl-1-(oxetan-3-yl)-1H-pyrazole